NC1=NC=C(C=C1O[C@H](C)C=1C=C(C=CC1)NC(C1=CC(=CC=C1)C(C)C)=O)C=1C=NN(C1)C (R)-N-(3-(1-((2-amino-5-(1-methyl-1H-pyrazol-4-yl)pyridin-3-yl)oxy)ethyl)phenyl)-3-isopropylbenzamide